[N+](=O)([O-])C1=CC=C(C=O)C=C1 p-nitro-benzaldehyde